ClC=1C=C(C2=NS(CCN2C1)(=O)=O)C1=CC=C(C=C1)OCC1CCOCC1 7-chloro-9-[4-(tetrahydro-2H-pyran-4-ylmethoxy)phenyl]-3,4-dihydropyrido[2,1-c][1,2,4]thiadiazine 2,2-dioxide